(R)-2-[4-(benzyloxy)-7-methylindole-3-carbonyl]azetidine-1-carboxylic acid tert-butyl ester C(C)(C)(C)OC(=O)N1[C@H](CC1)C(=O)C1=CNC2=C(C=CC(=C12)OCC1=CC=CC=C1)C